C(C)(C)OC(=O)N1CC2(C1)CC(C2)NC2=NC(=NC(=C2)C(=O)N2C[C@H]([C@@H](CC2)N2CC1=CC=CC=C1CC2)O)OC(C)C 6-((6-((3R,4R)-4-(3,4-dihydroisoquinolin-2(1H)-yl)-3-hydroxypiperidine-1-carbonyl)-2-isopropyl-Oxypyrimidin-4-yl)amino)-2-azaspiro[3.3]heptane-2-carboxylic acid isopropyl ester